5-(3-chloro-1-methyl-pyrazolo[4,3-c]pyridazin-6-yl)-1H-pyrimidine-2,4-dione ClC1=NN(C2=C1N=NC(=C2)C=2C(NC(NC2)=O)=O)C